(4aR,8aS)-3-oxooctahydro-2H-pyrido[4,3-b][1,4]oxazin-6-ium 2,3-bis((4-methylbenzoyl)oxy)succinate CC1=CC=C(C(=O)OC(C(=O)[O-])C(C(=O)[O-])OC(C2=CC=C(C=C2)C)=O)C=C1.O=C1N[C@H]2[C@@H](OC1)CC[NH2+]C2.O=C2N[C@H]1[C@@H](OC2)CC[NH2+]C1